2-(2-bromoacetyl)-5-(4-chlorophenoxy)benzonitrile BrCC(=O)C1=C(C#N)C=C(C=C1)OC1=CC=C(C=C1)Cl